C1(CCC1)C[C@H](C(=O)N1CC([C@@](CC1)(O)CN1C=C(C(=CC1=O)C1=CC=CC=C1)C(=O)N(C)C)(C)C)CO 1-(((R)-1-((S)-3-cyclobutyl-2-(hydroxymethyl)propionyl)-4-hydroxy-3,3-dimethylpiperidin-4-yl)methyl)-N,N-dimethyl-6-oxo-4-phenyl-1,6-dihydropyridine-3-carboxamide